tert-butyl 7-(2-((4-cyanophenyl)(3,4-dichlorobenzyl)amino)ethyl)-6,8-dioxa-2-azaspiro[3.5]nonane-2-carboxylate C(#N)C1=CC=C(C=C1)N(CCC1OCC2(CN(C2)C(=O)OC(C)(C)C)CO1)CC1=CC(=C(C=C1)Cl)Cl